FC1=CC=C(C=C1)C1=NN2C(COC(C2)(C)C)=C1B1OC(C(O1)(C)C)(C)C 2-(4-Fluorophenyl)-6,6-dimethyl-3-(4,4,5,5-tetramethyl-1,3,2-dioxaborolan-2-yl)-6,7-dihydro-4H-pyrazolo[5,1-c][1,4]oxazine